S(=O)(O)O.C(C)OC#CC ethoxy methyl vinylene sulfite